methyl 4-(bromomethyl)thiazole-5-carboxylate BrCC=1N=CSC1C(=O)OC